BrC=1C=C2C(=NC1)C=NN2CC=2OC(=NN2)C 2-((6-bromo-1H-pyrazolo[4,3-b]pyridin-1-yl)methyl)-5-methyl-1,3,4-oxadiazole